di-n-propyl 2,3-di-n-butylsuccinate C(CCC)C(C(=O)OCCC)C(C(=O)OCCC)CCCC